C(#N)C=1C=CC(=NC1OCC1=CC2=C(OC(O2)(F)F)C=C1)C(F)F 5-Cyano-6-[(2,2-difluoro-1,3-benzodioxol-5-yl)methoxy]-2-(difluoromethyl)pyridine